3-[[(5S,7S)-7-Fluoro-5-phenyl-6,7-dihydro-5H-pyrrolo[1,2-b][1,2,4]triazol-2-yl]sulfonyl]cyclobutancarbonitril F[C@H]1C[C@H](N2N=C(N=C21)S(=O)(=O)C2CC(C2)C#N)C2=CC=CC=C2